ClC=1C=C(C=2N(N1)C=C(N2)C2=CC=CC=C2)C(=O)NC=2C=NC=CC2OC(C)C 6-chloro-N-(4-isopropoxypyridin-3-yl)-2-phenylimidazo[1,2-b]pyridazine-8-carboxamide